3-(3-(3,5-dimethyl-1H-pyrazol-1-yl)phenoxy)-9,9-dimethyl-10-(pyridin-2-yl)-9,10-dihydroacridineON CC1=NN(C(=C1)C)C=1C=C(OC=2CC(C=3C(C4=CC=CC=C4N(C3C2)C2=NC=CC=C2)(C)C)=O)C=CC1